C(C)O[Si](CCCNC1=CC=CC=C1)(OCC)OCC N-(3-triethoxysilylpropyl)aniline